trans-tert-butyl ((1r,4r)-4-(4-(4-((2,6-dioxopiperidin-3-yl)amino)-2-fluorophenyl)piperazin-1-yl)cyclohexyl)carbamate O=C1NC(CCC1NC1=CC(=C(C=C1)N1CCN(CC1)[C@@H]1CC[C@H](CC1)NC(OC(C)(C)C)=O)F)=O